(2R,5S)-3-(4-aminophenethyl)-2-(1-(4-bromophenyl)-3-(5-fluoropyridine-2-yl)-1H-pyrazol-4-yl)-5-methyloxazolidin-4-one NC1=CC=C(CCN2[C@H](O[C@H](C2=O)C)C=2C(=NN(C2)C2=CC=C(C=C2)Br)C2=NC=C(C=C2)F)C=C1